CC1=CC(=NC=2N1C=NC2C(=O)O)C2=CN=CS2 4-methyl-2-(thiazol-5-yl)imidazo[1,5-a]pyrimidin-8-carboxylic acid